(R)-4-(7-(3-fluoro-4-((2-methylpyrrolidin-1-yl)methyl)phenyl)-6-methylimidazo[1,2-b]pyridazin-3-yl)-7-(pyridin-4-yl)quinolone FC=1C=C(C=CC1CN1[C@@H](CCC1)C)C1=CC=2N(N=C1C)C(=CN2)C2=CC(NC1=CC(=CC=C21)C2=CC=NC=C2)=O